Cl.Cl.C[C@@H]1NC2(CC2)CNC1 (S)-5-methyl-4,7-diazaspiro[2.5]octane 2HCl